FC1=C(C=CC=C1)C(=O)N1CCN(CC1)CC1=C(N=C2N1C=CC=C2)C2=CC=C(C=C2)C(C)C (2-fluorophenyl)(4-{[2-(4-isopropylphenyl)imidazo[1,2-a]pyridin-3-yl]methyl}piperazin-1-yl)methanone